FC1=C(N=CS1)C1=NN(C(=C1)C(=O)OC)C methyl 3-(5-fluorothiazol-4-yl)-1-methyl-1H-pyrazole-5-carboxylate